COC(C)(C)C1=NC2=CC=CC=C2C=C1 2-(2-methoxypropan-2-yl)quinolin